diethyl ((5-((2-aminophenyl)carbamoyl)-3-bromobenzo[b]thiophen-2-yl)difluoromethyl)phosphonate NC1=C(C=CC=C1)NC(=O)C1=CC2=C(SC(=C2Br)C(F)(F)P(OCC)(OCC)=O)C=C1